Heptane-3-carboxylic acid methyl ester COC(=O)C(CC)CCCC